FC1=C(C=C2CCCC(C2=C1)=O)OC(C(F)(F)F)C 7-fluoro-6-((1,1,1-trifluoropropan-2-yl)oxy)-3,4-dihydronaphthalen-1(2H)-one